C1(=CC=CC=C1)N1CCN(CC1)C(=O)OC(C)C1C2=CC=C(C=C2C(C=2C=C(C=CC12)N1CCCC1)(C)C)N1CCCC1 1-(10,10-dimethyl-3,6-di(pyrrolidin-1-yl)-9,10-dihydroanthracen-9-yl)ethyl 4-phenylpiperazine-1-carboxylate